O1C=C(C=C1)C1=CC=C(C(=O)O)C=C1 4-(furan-3-yl)benzoic acid